FC1=CC=C(C=C1)C1N=C(CC1)NNC(=O)OC methyl 2-(2-(4-fluorophenyl)-3,4-dihydro-2H-pyrrol-5-yl)hydrazine-1-carboxylate